C(=O)O.C(C)C=1C(NC=2N(C1)N=C(C2)CN2CC1N(C(C2)C1)C=1C=CC(=NC1)C(=O)NC)=O 5-(3-((6-ethyl-5-oxo-4,5-dihydropyrazolo[1,5-a]pyrimidin-2-yl)methyl)-3,6-diazabicyclo[3.1.1]heptan-6-yl)-N-methylpicolinamide formate